[Na].O(C1=CC=CC=C1)C1=C(C=CC(=C1)C(C)(C)O)C(C)(C)O 2-phenoxy-1,4-bis(α-hydroxyisopropyl)benzene sodium